N-(5-fluoropyrimidin-2-yl)imidazo[1,2-a]quinoline-4-carboxamide FC=1C=NC(=NC1)NC(=O)C=1C=2N(C3=CC=CC=C3C1)C=CN2